Ethyl 2-(2-(6-Methoxynaphthalen-2-yl)Thiazol-4-yl)Acetate COC=1C=C2C=CC(=CC2=CC1)C=1SC=C(N1)CC(=O)OCC